C(C=C)(=O)OC1=CC(=C(C=C1)OC(C)=O)OC (4-acetoxy-3-methoxyphenyl) acrylate